C1(COCC(=O)OC(CCCCCCCC(=O)O1)=O)=O.[K] potassium azeloyl diglycolate